salicylic acid hexylester C(CCCCC)OC(C=1C(O)=CC=CC1)=O